COC1=NC=C(C2=C1N=C(S2)[NH-])C=2C=NN(C2)C[C@H]2COCCC2 (4-methoxy-7-{1-[(S)-1-(tetrahydro-pyran-3-yl)methyl]-1H-pyrazol-4-yl}-thiazolo[4,5-c]pyridin-2-yl)-amid